methyl 7-fluoro-1-(4-hydroxyphenyl)-9H-pyrido[3,4-b]indole-3-carboxylate FC1=CC=C2C3=C(NC2=C1)C(=NC(=C3)C(=O)OC)C3=CC=C(C=C3)O